(2S,4R)-1-[(2S)-2-(4-cyclopropyltriazol-1-yl)-3,3-dimethyl-butanoyl]-4-hydroxy-N-[1-methyl-2-(3-methylmorpholin-4-yl)ethyl]pyrrolidine-2-carboxamide C1(CC1)C=1N=NN(C1)[C@H](C(=O)N1[C@@H](C[C@H](C1)O)C(=O)NC(CN1C(COCC1)C)C)C(C)(C)C